4-((3-methyl-[1,1'-biphenyl]-4-yl)methyl)piperazine-1-carboxylic acid tert-butyl ester C(C)(C)(C)OC(=O)N1CCN(CC1)CC1=C(C=C(C=C1)C1=CC=CC=C1)C